7-(4-(3-fluoro-4-methylphenoxy)piperidin-1-yl)-8-methyl-4H-pyrimido[1,2-b]pyridazin-4-one FC=1C=C(OC2CCN(CC2)C=2C(=CC=3N(N2)C(C=CN3)=O)C)C=CC1C